C12NCCC2N(C1)C=1C2=C(N=C(N1)OCC13CCCN3CCC1)C(=C(N=C2)C2=CC(=CC1=CC=CC(=C21)C#C)O)F 4-(4-(2,6-diazabicyclo[3.2.0]heptan-6-yl)-8-fluoro-2-((tetrahydro-1H-pyrrolizin-7a(5H)-yl)methoxy)pyrido[4,3-d]pyrimidin-7-yl)-5-ethynylnaphthalen-2-ol